ClC1=C(C(=CC=2C3=C(C=NC12)CN([C@H]3C)C(COC)=O)S(=O)(=O)F)Cl (S)-6,7-dichloro-2-(2-methoxyacetyl)-1-methyl-2,3-dihydro-1H-pyrrolo[3,4-c]quinoline-8-sulfonyl fluoride